C(CCC)C1=CC=C(C=C1)N(C1=CC=C(C2=CC=C(N(C3=CC=CC=C3)C3=CC=C(C=C3)CCCC)C=C2)C=C1)C1=CC=CC=C1 bis(4-butylphenyl)-diphenylbenzidine